6-hydroxynaphthalic acid OC=1C=C2C=CC=C(C2=CC1)C(=O)O